(R)-5-(2-(5-fluoro-2-methylpyridin-3-yl)pyrrolidin-1-yl)-N-methylpyrazolo-[1,5-a]pyrimidine-3-carboxamide FC=1C=C(C(=NC1)C)[C@@H]1N(CCC1)C1=NC=2N(C=C1)N=CC2C(=O)NC